ethyl 6-formyl-4-methyl-2-tosyl-4H-pyrrolo[2,3-d]thiazole-5-carboxylate C(=O)C1=C(N(C=2N=C(SC21)S(=O)(=O)C2=CC=C(C)C=C2)C)C(=O)OCC